C(C)C(=CCCC)C1=CC=CC=C1 1,3-diethylpropenyl-benzene